3-(5-(3-amino-7-((tetrahydro-1H-furo[3,4-c]pyrrol-5(3H)-yl)methyl)-1H-pyrazolo[4,3-b]pyridin-5-yl)-1-oxoisoindolin-2-yl)piperidine-2,6-dione NC1=NNC=2C1=NC(=CC2CN2CC1C(C2)COC1)C=1C=C2CN(C(C2=CC1)=O)C1C(NC(CC1)=O)=O